BrC1=CC(=C(OC2=NC=CC(=N2)C)C(=C1)F)Cl 2-(4-bromo-2-chloro-6-fluorophenoxy)-4-methylpyrimidine